NC1=C(C2=C(S1)CSC21CN(C1)C1=NC(=NC(=N1)N1[C@H](CNCC1)CO)OCC1(CC1)CN1CCOCC1)C#N (R)-2'-amino-1-(4-(2-(hydroxymethyl)piperazin-1-yl)-6-((1-(morpholinomethyl)cyclopropyl)methoxy)-1,3,5-triazin-2-yl)-6'H-spiro[azetidine-3,4'-thieno[3,4-b]thiophene]-3'-carbonitrile